OC1=C(C(=CC(=C1C#N)CCCCC)O)C1CCCC(=C1)C 2,6-dihydroxy-5'-methyl-4-pentyl-1',2',3',4'-tetrahydro-[1,1'-biphenyl]-3-carbonitrile